Butyl-1,3-di-tert-butyl-4-hydroxy-pyrazol C(CCC)C1=C(C(=NN1C(C)(C)C)C(C)(C)C)O